6-((4-((2-(Dimethylamino)-4-phenylthiazol-5-yl)oxy)pyridin-2-yl)amino)picolinamide CN(C=1SC(=C(N1)C1=CC=CC=C1)OC1=CC(=NC=C1)NC1=CC=CC(=N1)C(=O)N)C